C1(CC1)NC(C1=C(C=C(C=C1OC)C1=CN=C2N1C=CC(=C2)C2(COCC2)O)OC(F)F)=O N-cyclopropyl-2-(difluoromethoxy)-4-[7-(3-hydroxytetrahydrofuran-3-yl)imidazo[1,2-a]pyridin-3-yl]-6-methoxy-benzamide